(3R,5S)-1-amino-3-hydroxy-5-phenylpyrrolidin-2-one hydrochloride Cl.NN1C([C@@H](C[C@H]1C1=CC=CC=C1)O)=O